COC1=C(C(=CC(=C1C1=CC=CC=C1)CCCCC)OC)C1=CC(=CC=C1)C 2',6'-dimethoxy-3-methyl-4'-pentyl-1,1':3',1''-terphenyl